5-(2-fluorobenzyl)-3-(pyridin-2-ylethynyl)-1H-indazole FC1=C(CC=2C=C3C(=NNC3=CC2)C#CC2=NC=CC=C2)C=CC=C1